N-(1-(hydroxymethyl)cyclopropyl)-2-methyl-5-((4-methylthiazol-5-yl)methoxy)benzofuran-3-carboxamide OCC1(CC1)NC(=O)C1=C(OC2=C1C=C(C=C2)OCC2=C(N=CS2)C)C